N-(2,3-dihydro-1,4-benzodioxin-5-ylmethyl)-1-[2-(1-piperidyl)-4-pyridyl]methanamin O1CCOC2=C1C=CC=C2CNCC2=CC(=NC=C2)N2CCCCC2